C(C1=CC=CC=C1)OC(=O)N[C@@H](CCCCNC(=O)OC(C)(C)C)C(=O)NC1C(CCCC1)C(N)=O N2-[(Benzyloxy)carbonyl]-N6-(tert-butoxycarbonyl)-N-(2-carbamoylcyclohexyl)-L-lysinamide